C(C)(C)(C)OC(=O)N(C1CCN(CC1)C1=C2CCN(C2=CC=C1)C(=O)OCC1=CC=CC=C1)C benzyl 4-(4-((tert-butoxycarbonyl)(methyl)amino)piperidin-1-yl)indoline-1-carboxylate